P(=O)#CC(=O)[O-] phosphorylacetate